OC[C@H]1C=C[C@H](C1)NC(CC=CC1=CC=C(C=C1)C)=O N-[(1S,4R)-4-(hydroxymethyl)-2-cyclopenten-1-yl]-4-(4-methylphenyl)-3-butenamide